[Cl-].C(C)O[N+](CC1=CC=CC=C1)(OCC)OCC triethoxybenzyl-ammonium chloride